5-(3,3-Difluorocyclobutyl)-N-(1H-indol-3-yl)isoindoline-2-carboxamide FC1(CC(C1)C=1C=C2CN(CC2=CC1)C(=O)NC1=CNC2=CC=CC=C12)F